N-(2-bromo-4-nitro-phenyl)-5-(trifluoromethyl)pyridin-2-amine BrC1=C(C=CC(=C1)[N+](=O)[O-])NC1=NC=C(C=C1)C(F)(F)F